(S)-4-(cyclopropylethynyl)-6-fluoro-7-((3-(hydroxymethyl)-1H-1,2,4-triazol-1-yl)methyl)-4-(trifluoromethyl)-3,4-dihydroquinazolin-2(1H)-one C1(CC1)C#C[C@@]1(NC(NC2=CC(=C(C=C12)F)CN1N=C(N=C1)CO)=O)C(F)(F)F